C12C(CC(CC1)C2)NC(C2=CC=CC=C2)=O N-bicyclo[2.2.1]-2-heptyl-benzamide